FC(S(=O)(=O)OC=1CC2(CN(C2)C(=O)OC(C)(C)C)C1)(F)F tertbutyl 6-(trifluoromethylsulfonyloxy)-2-azaspiro[3.3]hept-6-ene-2-carboxylate